OC1=C(C=C(C=C1COC)C(C)(C)C1=CC=C(C=C1)C(C)(C1=CC(=C(C(=C1)COC)O)COC)C1=CC(=C(C(=C1)COC)O)COC)COC 4,4'-[1-[4-[1-[4-hydroxy-3,5-bis(methoxymethyl)phenyl]-1-methylethyl]phenyl]ethylidene]-bis[2,6-bis(methoxymethyl)phenol]